ClC=1C=C(C=CC1Cl)S(=O)(=O)NC(CN(C)C)C1=CC(=C(C=C1)Cl)Cl 3,4-dichloro-N-(1-(3,4-dichlorophenyl)-2-(dimethylamino)ethyl)benzenesulfonamide